C(C)C1=NN(C2=C1C(NCC1(CCOCC1)C2)=O)C[C@H](COC(C2=C(C=CC(=C2)Cl)OC)=O)C 5-Chloro-2-methoxy-benzoic acid [(2R)-3-(3-ethyl-4-oxo-spiro[6,8-dihydro-5H-pyrazolo[4,3-c]azepin-7,4'-tetrahydropyran]-1-yl)-2-methyl-propyl] ester